4-[5-(aminomethyl)pyrimidin-2-yl]-3-[2-(ethylamino)-6-methylpyridin-4-yl]oxybenzonitrile NCC=1C=NC(=NC1)C1=C(C=C(C#N)C=C1)OC1=CC(=NC(=C1)C)NCC